Cl.C(C)OC(=O)C1(C(CNCC1)(F)F)C 3,3-Difluoro-4-methylpiperidine-4-carboxylic acid ethyl ester hydrochloride